2-((2R,3S,4S)-2-(aminomethyl)-5-chloro-6-fluoro-3-methyl-2-(pyridin-2-yl)-2,3-dihydro-benzofuran-4-yl)-3-fluoro-4-methoxybenzamide NC[C@@]1(OC2=C([C@@H]1C)C(=C(C(=C2)F)Cl)C2=C(C(=O)N)C=CC(=C2F)OC)C2=NC=CC=C2